C(C)C1(C=CC=C1)[Ti](N(C)C)(N(C)C)N(C)C (ethylcyclopentadienyl)tris(dimethylamino)titanium